N1C(=CC=2C=NC=CC21)C(=O)NCCCCC2CCN(CC2)C(=O)OC(C)(C)C tert-Butyl 4-(4-(1H-pyrrolo[3,2-c]pyridine-2-carboxamido)butyl)piperidine-1-carboxylate